ClC1=NC(=CC=C1C=C)Cl 2,6-dichloro-3-vinyl-pyridine